acetic acid-(1R,3aS,3bS,7S,9aR,9bS,11aR)-1-[(2R)-1-formylprop-2-yl]-9a,11a-dimethyl-2,3,3a,3b,4,6,7,8,9,9a,9b,10,11,11a-Tetradecahydro-1H-cyclopenta[1,2-i]phenanthrene-7-yl ester C(=O)C[C@@H](C)[C@H]1CC[C@@H]2[C@@]1(CC[C@@H]1[C@]3(CC[C@@H](CC3=CC[C@@H]21)OC(C)=O)C)C